β-glycidoxypropylmethyl-dimethoxysilane C(C1CO1)OC(C[Si](OC)(OC)C)C